tert-butyl 4-[4-[4-[4-[4-[4-amino-3-(4-phenoxyphenyl)pyrazolo[3,4-d]pyrimidin-1-yl]-1-piperidyl]-1-piperidyl]-1-piperidyl]-1-piperidyl]piperidine-1-carboxylate NC1=C2C(=NC=N1)N(N=C2C2=CC=C(C=C2)OC2=CC=CC=C2)C2CCN(CC2)C2CCN(CC2)C2CCN(CC2)C2CCN(CC2)C2CCN(CC2)C(=O)OC(C)(C)C